CC1=CC=2C[C@@H]3[C@@H]4C=C[C@@]([C@H]5[C@@]4(C2C(=C1O)O5)CCN3C)(O)C 2,6-dimethylmorphine